C[C@H]1N([C@H](COC1)C)C=1N=CC2=C(N1)C(=NN2)C=2C=NC(=CC2)N2C[C@H](NCC2)C (3R,5S)-3,5-dimethyl-4-(3-(6-((R)-3-methylpiperazin-1-yl)pyridin-3-yl)-1H-pyrazolo[4,3-d]pyrimidin-5-yl)morpholine